N1=CN=C(C2=C1NC1=C2N=CC=N1)O 9H-pyrazino[2',3':4,5]pyrrolo[2,3-d]pyrimidin-4-ol